N1(C=NC=C1)CC1CNC1 3-[(1H-imidazol-1-yl)methyl]azetidin